C(C)C=1C=2N(N=C(C1)C1=CC(=C3C=CN=NC3=C1)F)C=C(N2)C 7-(8-ethyl-2-methylimidazo[1,2-b]pyridazin-6-yl)-5-fluorocinnolin